F[P-](F)(F)(F)(F)F.F[P-](F)(F)(F)(F)F.[Ru+2].N1=C(C=CC=C1)C1=NC=CC=C1.N1=C(C=CC=C1)C1=NC=CC=C1.N1=C(C=CC=C1)C1=NC=CC=C1 tris(2,2'-bipyridyl) ruthenium bis(hexafluorophosphate)